o-amino-phenol NC1=C(C=CC=C1)O